C12(CC3CC(CC(C1)C3)C2)NC(=O)C2=NN(C(=N2)C2=CC=C(C=C2)C(C)C)C2=CC=C(C=C2)F (adamantan-1-yl)-1-(4-fluorophenyl)-5-(4-isopropylphenyl)-1H-1,2,4-triazole-3-carboxamide